NC1N=CC(=N1)[C@H]1[C@@H]([C@H]([C@@H]1C1=NC(N=C1)N)CNC(=O)C=1NC=C(C1)Br)CNC(=O)C=1NC=C(C1)Br N,N'-(((1R,2R,3S,4S)-3,4-bis(2-amino-2H-imidazol-4-yl)Cyclobutane-1,2-diyl)bis(methylene))bis(4-bromo-1H-pyrrole-2-carboxamide)